(S)-4-(1-(2-Amino-4-(benzyloxy)-5-methoxybenzoyl)-6-(((tert-butyl-dimethyl-silyl)oxy)methyl)-1,2,3,6-tetrahydropyridin-4-yl)-N-methylbenzenesulfonamide NC1=C(C(=O)N2CCC(=C[C@H]2CO[Si](C)(C)C(C)(C)C)C2=CC=C(C=C2)S(=O)(=O)NC)C=C(C(=C1)OCC1=CC=CC=C1)OC